ClC1=NC=C(C=C1N1CCC(CCC1)C(=O)OC)CCCOC methyl 1-(2-chloro-5-(3-methoxypropyl)pyridin-3-yl)azepane-4-carboxylate